C(#N)C1=CC=C(C=C1)CS(=O)(=O)NC1=C(C(=C(C=C1F)OC1=NC=CC=C1C1=NC(=NC=C1)N[C@@H]1CNC[C@@H](C1)CF)F)F 1-(4-cyanophenyl)-N-(2,3,6-trifluoro-4-((3-(2-(((3S,5R)-5-(fluoromethyl)piperidin-3-yl)amino)pyrimidin-4-yl)pyridin-2-yl)oxy)phenyl)methanesulfonamide